C(C(C)C)OC(=O)C=1C2(CCC(C1C(=O)OCC(C)C)O2)C 1-methyl-7-oxabicyclo[2.2.1]hept-2-ene-2,3-dicarboxylic acid diisobutyl ester